[N+](#[C-])C(C)(C)C1=CC=C2CN(C(C2=C1)=O)CC1=CC=C(C=C1)OC 6-(2-Isocyanopropan-2-yl)-2-[(4-methoxyphenyl)methyl]-3H-isoindol-1-one